N-(5-(cinnolin-4-yl)pyridin-3-yl)-2-hydroxy-2-(1H-imidazol-2-yl)-2-phenylacetamide N1=NC=C(C2=CC=CC=C12)C=1C=C(C=NC1)NC(C(C1=CC=CC=C1)(C=1NC=CN1)O)=O